OC(=CC=CC=CC=CC=CC(=O)O)C=CCCCCCCCCC 11-hydroxy-docosahexaenoic acid